C(C)(C)(C)OC(=O)NC1(CN(CCC1)C(=O)OCC1=CC=CC=C1)CC=O benzyl 3-((tert-butoxycarbonyl)amino)-3-(2-oxoethyl)piperidine-1-carboxylate